1-Acetyl-5-hydroxy-1H-indol-3-yl-2,3,4-tri-O-acetyl-β-D-glucuronic acid methyl ester COC([C@@H]1[C@H]([C@@H]([C@H]([C@](O)(O1)C1=CN(C2=CC=C(C=C12)O)C(C)=O)OC(C)=O)OC(C)=O)OC(C)=O)=O